(1R,3R)-5-(2-((1R,3aS,7aR,E)-7a-methyl-1-((R)-4-((R)-2-methylmorpholino)butan-2-yl)Octahydro-4H-inden-4-ylidene)ethylidene)-2-methylenecyclohexane-1,3-diol C[C@@]12CCC/C(/[C@@H]2CC[C@@H]1[C@H](C)CCN1C[C@H](OCC1)C)=C\C=C1C[C@H](C([C@@H](C1)O)=C)O